[Fe](Cl)Cl.C(C)(C)(C)C1=C(C(=CC=C1)Cl)N=C(C)C1=NC(=CC=C1)C(C)=NC1=C(C=CC=C1Cl)C(C)(C)C 2,6-bis[1-(2-tert-butyl-6-chlorophenylimino)ethyl]pyridine iron (II) dichloride